C(C=CCCCCCCCCCC(=O)[O-])(=O)[O-] tridecenedioate